d-homoarginine N[C@H](CCCCNC(N)=N)C(=O)O